COC(C1=C(C=CC=C1)C1(CCC(CC1)(COS(=O)(=O)C1=CC=C(C)C=C1)COS(=O)(=O)C1=CC=C(C)C=C1)O)=O (1-hydroxy-4,4-bis((tosyloxy)methyl)cyclohexyl)benzoic acid methyl ester